3-bromo-1-(2-trimethylsilylethoxymethyl)pyridin-4-one BrC1=CN(C=CC1=O)COCC[Si](C)(C)C